((pentyloxy)formyl)amide C(CCCC)OC(=O)[NH-]